ClC=1C(=NC(=NC1)NC1CCS(CC1)=O)C1=CC=C2CN(C(C2=C1)=O)CC(=O)N[C@H](CO)C1=CC(=CC=C1)C 2-(6-{5-Chloro-2-[(1-oxo-1λ4-thian-4-yl)amino]pyrimidin-4-yl}-1-oxo-2,3-dihydro-1H-isoindol-2-yl)-N-[(1S)-2-hydroxy-1-(3-methylphenyl)ethyl]acetamid